3-[3-[[[(7S)-3,4-dimethoxybicyclo[4.2.0]oct-1,3,5-trien-7-yl]methyl]methylamino]propyl]-1,3-dihydro-2H-benzazepin-2-one COC=1C=C2C[C@@H](C2=CC1OC)CN(CCCC1C(NC2=C(C=C1)C=CC=C2)=O)C